ethyl 2-amino-3-(3,3-difluorocyclobutyl)-2-methylpropionate NC(C(=O)OCC)(CC1CC(C1)(F)F)C